(Z)-3-Hexen-1-YL ACETATE C(C)(=O)OCC\C=C/CC